methyl 4-(N-(2-hydroxyethyl)sulfamoyl)-2-(6-azaspiro[2.5]octan-6-yl)benzoate OCCNS(=O)(=O)C1=CC(=C(C(=O)OC)C=C1)N1CCC2(CC2)CC1